N1=NC=C2N=NC=CN21 triazolo[5,1-c][1,2,4]triazine